N-(5-(4-fluorobenzo[d][1,3]dioxol-5-yl)-1-(3-hydroxy-3-methylbutyl)-1H-pyrazolo[3,4-b]pyridin-3-yl)-4-methyloxazole-5-carboxamide FC1=C(C=CC=2OCOC21)C=2C=C1C(=NC2)N(N=C1NC(=O)C1=C(N=CO1)C)CCC(C)(C)O